COC(CCC(=O)O[C@H]1CNC[C@@H](O1)N1C(NC(C(=C1)C)=O)=O)=O succinic acid {(2S,6R)-6-(5-methyl-2,4-dioxo-3,4-dihydropyrimidin-1(2H)-yl) morpholin-2-yl} methyl ester